C(CC)NC=1N=C(C2=C(N1)N(C=C2)C(C)C)NC(C)C 2-(n-propyl)amino-4-(isopropyl)amino-7-isopropyl-pyrrolo[2,3-d]pyrimidine